CC=1CCCC(C1)C=1C(=C(C(=CC1O)CCCCC)C1=NN=C(N1)C)O 5'-methyl-3-(5-methyl-4H-1,2,4-triazol-3-yl)-4-pentyl-1',2',3',4'-tetra-hydro-[1,1'-biphenyl]-2,6-diol